C(C)(C)(C)OC(=O)N1CCC2(CC1)C(C=1C(=NC=C(C1)Cl)C2)=O 3-chloro-5-oxo-spiro[7H-cyclopenta[b]pyridine-6,4'-piperidine]-1'-carboxylic acid tert-butyl ester